(S)-N-(4-fluoro-3-methylphenyl)-5-(6-methyl-4-(trifluoromethyl)pyridin-2-yl)-N-(prop-2-yn-1-yl)-4-thia-5-azaspiro[2.4]heptane-6-carboxamide 4,4-dioxide FC1=C(C=C(C=C1)N(C(=O)[C@H]1N(S(C2(CC2)C1)(=O)=O)C1=NC(=CC(=C1)C(F)(F)F)C)CC#C)C